BrC1=CC(=C(C(=O)NC2=C(C=CC=C2F)F)C=C1)O[C@H](C(F)(F)F)C 4-bromo-N-(2,6-difluorophenyl)-2-{[(2S)-1,1,1-trifluoropropan-2-yl]oxy}benzamide